COC=1C=C(C(=O)NCCCCC(N2CCN(CC2)C2=CC(=CC=C2)C(F)(F)F)=O)C=CC1OC 3,4-dimethoxy-N-(5-oxo-5-(4-(3-(trifluoromethyl)phenyl)piperazin-1-yl)pentyl)benzamide